COC(=O)C1CN(C1)CC1=CC=C(C=C1)C=1[Se]C(=CN1)C1=CC=C(C=C1)C(C)(C)C 1-(4-(5-(4-tert-butylphenyl)-1,3-selenazol-2-yl)benzyl)azetidine-3-carboxylic acid methyl ester